tert-butyl (2R,5S)-4-(7-chloro-6-fluoro-1-(2-isopropyl-4-methylpyridin-3-yl)-2-oxo-1,2-dihydropyrido[2,3-d]pyrimidin-4-yl)-2,5-dimethylpiperazine-1-carboxylate ClC=1C(=CC2=C(N(C(N=C2N2C[C@H](N(C[C@@H]2C)C(=O)OC(C)(C)C)C)=O)C=2C(=NC=CC2C)C(C)C)N1)F